1-benzyl-2,2-diphenylethylamine C(C1=CC=CC=C1)C(C(C1=CC=CC=C1)C1=CC=CC=C1)N